FC=1C=C(C=NC1)C1=NC(=C2N=CN(C2=N1)[C@H]1[C@@H]([C@@H]([C@H](O1)C(=O)NC([2H])([2H])[2H])O)O)NCC1=CC(=CC=C1)C (2S,3S,4R,5R)-5-(2-(5-fluoropyridin-3-yl)-6-((3-methylbenzyl)amino)-9H-purin-9-yl)-3,4-dihydroxy-N-(methyl-d3)-tetrahydrofuran-2-carboxamide